NC=1C=2N(C3=CC(=CC=C3N1)C(=O)N1[C@@H]3[C@H](OCC1)CC=1C=C(C(=CC13)F)OC(F)(F)F)C=NC2 (4-aminoimidazo[1,5-a]quinoxalin-8-yl)((4aS,9aR)-6-fluoro-7-(trifluoromethoxy)-2,3,9,9a-tetrahydroindeno[2,1-b][1,4]oxazin-4(4aH)-yl)methanone